4-(4-(dimethylamino)-6,8-difluoro-2-(((2R,7aS)-2-fluorotetrahydro-1H-pyrrolizin-7a(5H)-yl)methoxy)quinazolin-7-yl)-5-ethyl-6-fluoronaphthalen-2-ol CN(C1=NC(=NC2=C(C(=C(C=C12)F)C1=CC(=CC2=CC=C(C(=C12)CC)F)O)F)OC[C@]12CCCN2C[C@@H](C1)F)C